Dimethyldithiocarbamic acid sodium salt [Na+].CN(C([S-])=S)C